4-amino-4'-chloro-5-(4-sulfamoylphenethyl)-[1,1'-biphenyl]-3-carboxamide NC1=C(C=C(C=C1CCC1=CC=C(C=C1)S(N)(=O)=O)C1=CC=C(C=C1)Cl)C(=O)N